(cis)-N-(6-(2H-1,2,3-triazol-2-yl)-5-(trifluoromethyl)pyridin-3-yl)-2-chloro-6,7-dihydrospiro[cyclopenta[e]pyrazolo[1,5-a]pyrimidine-8,2'-oxetane]-6-carboxamide N=1N(N=CC1)C1=C(C=C(C=N1)NC(=O)C1CC2(OCC2)C2=C1C=NC=1N2N=C(C1)Cl)C(F)(F)F